ClC1=CC=C(CSC=2OC3=C(N2)C=CC=C3C(=O)O)C=C1 ((4-chlorobenzyl)thio)benzo[d]oxazole-7-carboxylic acid